(S)-2-((8-(4-(oxetan-3-yl)piperazine-1-carbonyl)-2,3-dihydrobenzo[b][1,4]dioxin-5-yl)amino)-4-((tetrahydrofuran-3-yl)amino)-7H-pyrrolo[2,3-d]pyrimidine-5-carbonitrile O1CC(C1)N1CCN(CC1)C(=O)C1=CC=C(C2=C1OCCO2)NC=2N=C(C1=C(N2)NC=C1C#N)N[C@@H]1COCC1